1-(4-(4-amino-1-(2-hydroxy-2-methylpropyl)-1H-pyrazolo[3,4-d]pyrimidin-3-yl)-2-fluorophenyl)-3-(5-(1-(trifluoromethyl)cyclopropyl)isoxazol-3-yl)urea NC1=C2C(=NC=N1)N(N=C2C2=CC(=C(C=C2)NC(=O)NC2=NOC(=C2)C2(CC2)C(F)(F)F)F)CC(C)(C)O